C1(CC1)C1=CC(=NN1)NC([C@H](C)C1=CC=C(C=C1)C1=CC=C(C=N1)CNC(C=C)=O)=O (R)-N-((6-(4-(1-((5-cyclopropyl-1H-pyrazol-3-yl)amino)-1-oxopropan-2-yl)phenyl)pyridin-3-yl)methyl)acrylamide